(R)-1-(3-(4-((6-phenoxypyridin-3-yl)amino)pyrido[3,2-d]pyrimidin-6-yl)piperidin-1-yl)prop-2-en-1-one O(C1=CC=CC=C1)C1=CC=C(C=N1)NC=1C2=C(N=CN1)C=CC(=N2)[C@H]2CN(CCC2)C(C=C)=O